1,1,1,2,3,3-hexafluoro-3-methoxypropane FC(C(C(OC)(F)F)F)(F)F